FC1(CCC(CC1)NC(C(=O)OCC)=O)F ethyl 2-[(4,4-difluorocyclohexyl)amino]-2-oxo-acetate